5-Methyl-2,3-pyridinedicarboxylic acid methyl ester COC(=O)C1=NC=C(C=C1C(=O)O)C